2-(5-chloro-2-isopropoxy-4-methyl-3-(6-(trifluoromethyl)pyridin-3-yl)phenyl)propionitrile ClC=1C(=C(C(=C(C1)C(C#N)C)OC(C)C)C=1C=NC(=CC1)C(F)(F)F)C